COC1=C(O)C=C(C(=C1)O)OC 2,5-Dimethoxyhydroquinone